COC1=C2C(=NC(=N1)C1CC(CC1)N1CCN(CC1)C=1C=CC(=NC1)C(=O)NC)N(N=C2C(F)(F)F)C 5-(4-(3-(4-methoxy-1-methyl-3-(trifluoromethyl)-1H-pyrazolo[3,4-d]pyrimidin-6-yl)cyclopentyl)piperazin-1-yl)-N-methylpicolinamide